ClC1=CC2=C(N=CC=C2NCC=2C=NC(=CC2C)N2[C@@H](C=3N(CC2)C(=NN3)C(F)(F)F)C)N1 (R)-2-chloro-N-((4-methyl-6-(8-methyl-3-(trifluoromethyl)-5,6-dihydro-[1,2,4]triazolo[4,3-a]pyrazin-7(8H)-yl)pyridin-3-yl)methyl)-1H-pyrrolo[2,3-b]pyridin-4-amine